C(CCCC)[N+](C)(C)CCCCCO pentyl-(5-hydroxypentyl)dimethylammonium